NC1=C2C(=NC=N1)N(N=C2C2=CC=C(C=C2)OC2=CC=CC=C2)C2CCN(CC2)C2CCN(CC2)CCN2CCC(CC2)C2=CC=C(C=C2)N2C(NC(CC2)=O)=O 1-(4-(1-(2-(4-(4-amino-3-(4-phenoxyphenyl)-1H-pyrazolo[3,4-d]pyrimidin-1-yl)-[1,4'-bipiperidin]-1'-yl)ethyl)piperidin-4-yl)phenyl)dihydropyrimidine-2,4(1H,3H)-dione